N-butyl-ammonium bromide tin (II) [Sn+2].[Br-].C(CCC)[NH3+].[Br-].[Br-]